C(C1=CC=CC=C1)N1C=NC2=CC=CC(=C2C1=O)NC(C1=CC(=C(C=C1)O)Cl)=O N-(3-benzyl-4-oxo-3,4-dihydro-quinazolin-5-yl)-3-chloro-4-hydroxybenzoamide